CN1C=NC2=C1C=CC(=C2)C(=O)O 1-methyl-1H-benzo[d]Imidazole-5-carboxylic acid